FC1=C(C=C(C=C1)\C=C/1\C(N(C(O1)=O)CC1=CC(=CC=C1)O)=O)O (5Z)-5-[(4-fluoro-3-hydroxyphenyl)methylidene]-3-[(3-hydroxyphenyl)methyl]-1,3-oxazolidine-2,4-dione